3-[5-[4-[1-methyl-1-(4-piperidinyl)ethyl]piperazin-1-yl]-1-oxo-isoindolin-2-yl]piperidine-2,6-dione CC(C)(C1CCNCC1)N1CCN(CC1)C=1C=C2CN(C(C2=CC1)=O)C1C(NC(CC1)=O)=O